1-(tert-butyl) 2-methyl (2R,4R,5R)-4-((tert-butyldimethylsilyl)oxy)-2-(2-(chloromethyl)allyl)-5-methylpyrrolidine-1,2-dicarboxylate [Si](C)(C)(C(C)(C)C)O[C@@H]1C[C@@](N([C@@H]1C)C(=O)OC(C)(C)C)(C(=O)OC)CC(=C)CCl